FC(C1=C(C(=C2C(=N1)CCC2)N)C(F)(F)F)(F)F 2,3-bis(trifluoromethyl)-6,7-dihydro-5H-cyclopenta[b]pyridin-4-amine